FC1=C(C(=C(C=C1)[C@@H]1[C@H](O[C@@](C1)(C(F)(F)F)C)C(=O)NC1=CC(=NC=C1)C(=O)N)OC)C 4-((2s,3r,5s)-3-(4-fluoro-2-methoxy-3-methylphenyl)-5-methyl-5-(trifluoromethyl)tetrahydrofuran-2-carboxamido)pyridineamide